C(C1=CC=CC=C1)OC(=O)N[C@@H]1[C@H]2C[C@@H]([C@@H](C1)C2)C(=O)OC |r| methyl rac-(1R,2S,4R,5S)-5-(((benzyloxy)carbonyl)amino)bicyclo[2.2.1]heptane-2-carboxylate